C(C)(C)(C)OC=1C=C2CC[C@@H]([C@@H](C2=CC1)C1=CC=C(C=C1)O)C1=CC=CC=C1 |r| rac-4-((1R,2S)-6-(tert-butoxy)-2-phenyl-1,2,3,4-tetrahydronaphthalen-1-yl)phenol